C(C)OC1=CC(=C(C(=C1)C=1C(=NC=CC1)OCC1=CC=C(C=C1)OC)CC(=O)O)F 2-(4-ethoxy-6-(((4-methoxybenzyl)oxy)pyridin-3-yl)-2-fluorophenyl)acetic acid